(S)-3-((benzyloxycarbonyl)amino)-2-((tert-butoxycarbonyl)amino)propionic acid C(C1=CC=CC=C1)OC(=O)NC[C@@H](C(=O)O)NC(=O)OC(C)(C)C